(S)-1-((7-(6-chloro-1-(pyrrolidin-3-yl)-1,2,3,4-tetrahydroquinolin-8-yl)-5-methylthieno[3,2-b]pyridin-2-yl)methyl)pyrrolidine-2,5-dione, formic acid salt C(=O)O.ClC=1C=C2CCCN(C2=C(C1)C1=C2C(=NC(=C1)C)C=C(S2)CN2C(CCC2=O)=O)[C@@H]2CNCC2